BrC1=C(C(=CC(=C1)C(C(F)(F)F)(C(F)(F)F)O)Cl)NC(=O)C=1C=CC(=C(C1)NC(C1=C(C=C(C=C1)C#N)C)=O)C#N N-[5-[[2-bromo-6-chloro-4-[2,2,2-trifluoro-1-hydroxy-1-(trifluoro-methyl)ethyl]phenyl]carbamoyl]-2-cyano-phenyl]-4-cyano-2-methyl-benzamide